ClC=1C=NC(=NC1)OC1=C(C=C(C=C1)NC(=O)NC(=O)[C@H]1COCC1)C {4-[(5-chloropyrimidin-2-yl)oxy]-3-methylphenyl}-3-[(3R)-oxolane-3-carbonyl]urea